NC(C(=O)NC)=CC1CCOCC1 (2S)-2-amino-N-methyl-3-(oxan-4-yl)propenamide